BrC=1C(=NC(=NC1)C1=C(C(=NO1)C)CO)C (5-(5-bromo-4-methylpyrimidin-2-yl)-3-methylisoxazol-4-yl)methanol